tert-butyl ((1S,3S)-3-((5-(1-methyl-2-oxo-1,2-dihydropyridin-3-yl)pyrazin-2-yl)amino)cyclopentyl)carbamate CN1C(C(=CC=C1)C=1N=CC(=NC1)N[C@@H]1C[C@H](CC1)NC(OC(C)(C)C)=O)=O